5-(methylamino)-3-[2-(2-methylindol-5-yl)ethynyl]Pyrazole-4-carboxamide CNC1=C(C(=NN1)C#CC=1C=C2C=C(NC2=CC1)C)C(=O)N